5,13,15-trimethylhentriacontane CC(CCCC)CCCCCCCC(CC(CCCCCCCCCCCCCCCC)C)C